FC=1C=C(C(=NC1)C(C)=O)C 1-(5-fluoro-3-methyl-2-pyridyl)ethanone